COC1=CC=C(CCN2CCN(CC2)C(=O)C2=CN=CN2[C@H](C)C2=CC=CC=C2)C=C1 (R)-(4-(4-methoxyphenethyl)piperazin-1-yl)(1-(1-phenylethyl)-1H-imidazol-5-yl)methanone